C12CN(CC2NC1)C(=O)O.NC=1C(=NC(=C(N1)C1=CC=C(C=C1)F)C1=CN(C(C=C1)=O)C)C(=O)NCC1=C(C=CC=C1F)OC(F)F 3-amino-N-(2-(difluoromethoxy)-6-fluorobenzyl)-5-(4-fluorophenyl)-6-(1-methyl-6-oxo-1,6-dihydropyridin-3-yl)pyrazine-2-carboxamide 3,6-diazabicyclo[3.2.0]heptane-3-carboxylate